C(=O)(OC)C1=CC=2C3=CC(=C(C=C3C3=CC(=C(C=C3C2C=C1OC1=CC=CC=C1)OC1=CC=CC=C1)OC1=CC=CC=C1)OC1=CC=CC=C1)OC1=CC=CC=C1 2-carbomethoxy-3,6,7,10,11-pentaphenoxytriphenylene